6-((2-hydroxyethyl)(6-(((nonyloxy)carbonyl)oxy)hexyl)amino)hexyl 2-hexyldecanoate C(CCCCC)C(C(=O)OCCCCCCN(CCCCCCOC(=O)OCCCCCCCCC)CCO)CCCCCCCC